1-[8-[3-[[(3S,4S)-3-methyl-4-piperidinyl]oxy]prop-1-ynyl]imidazo[1,2-a]pyridin-3-yl]hexahydropyrimidine-2,4-dione C[C@H]1CNCC[C@@H]1OCC#CC=1C=2N(C=CC1)C(=CN2)N2C(NC(CC2)=O)=O